methyl 2-[2-[(4-acetylphenoxy) methyl] phenyl]-2-methoxyiminoacetate C(C)(=O)C1=CC=C(OCC2=C(C=CC=C2)C(C(=O)OC)=NOC)C=C1